(S)-((1-(7,8-dichloro-4-(1H-imidazol-1-yl)quinolin-2-yl)pyrrolidin-2-yl)methyl)carbamate ClC1=CC=C2C(=CC(=NC2=C1Cl)N1[C@@H](CCC1)CNC([O-])=O)N1C=NC=C1